N'-(5-bromo-6-chloro-3-cyclopropylpyridin-2-yl)-N,N-dimethylmethanimidamide BrC=1C=C(C(=NC1Cl)N=CN(C)C)C1CC1